OB1OCC2=C1C=CC(=C2)C2=NNC(CC2)C 3-(1-hydroxy-3H-2,1-benzoxaborol-5-yl)-6-methyl-1,4,5,6-tetrahydro-pyridazine